C1=C(C=CC2=CC=CC=C12)NC1=CC2=CC=CC=C2C=C1 di(naphthalene-2-yl)amine